2-{[(1S)-1-{4-[(4,4-Difluoropiperidin-1-yl)methyl]phenyl}ethyl]amino}-8-(2-hydroxy-2-methylpropyl)pyrido[2,3-d]pyrimidin-7(8H)-on FC1(CCN(CC1)CC1=CC=C(C=C1)[C@H](C)NC=1N=CC2=C(N1)N(C(C=C2)=O)CC(C)(C)O)F